alpha-methoxycinnamaldehyde COC(C=O)=CC1=CC=CC=C1